[Cl-].P(=O)(OCCC(=O)O)([O-])[O-] (2-carboxyethyl) phosphate chloride